(+/-)-2-aminobutane-1,4-diol N[C@@H](CO)CCO |r|